COC1=CC(=NC=N1)C1=C(C=CC(=C1)NC1=NC=2N(C3=CC=CC=C13)N=C(C2)C)S(=O)(=O)N (6-methoxypyrimidin-4-yl)-4-((2-methylpyrazolo[1,5-a]quinazolin-5-yl)amino)benzenesulfonamide